N-[3-chloro-4-(chloromethyl)phenyl]-1-(4-fluorophenyl)-3-methyl-1H-pyrazole-4-carboxamide ClC=1C=C(C=CC1CCl)NC(=O)C=1C(=NN(C1)C1=CC=C(C=C1)F)C